[3-[4-Isopropylamino-6-(2-trifluoromethyl-pyridin-4-ylamino)-[1,3,5]triazin-2-yl]-phenyl]-methanol C(C)(C)NC1=NC(=NC(=N1)NC1=CC(=NC=C1)C(F)(F)F)C=1C=C(C=CC1)CO